C(C=C)C=1C=C(C=CC1)[C@](C(=O)OCC1=CC=CC=C1)(CCCC(CS(=O)(=O)CCO[Si](C)(C)C(C)(C)C)(C)C)C benzyl (R)-2-(3-allylphenyl)-7-((2-((tert-butyldimethylsilyl)oxy)ethyl)sulfonyl)-2,6,6-trimethylheptanoate